CN1C=C(C(C=C1)C1=CC=C(C=C1)Cl)C#N N-methyl-3-cyano-4-(4-chlorophenyl)-1,4-dihydropyridine